[N+](=O)([O-])C1=CC=C(/C=C/C2=CC=C(C=C2)C2=NN=C(O2)C2=CC=C(C=C2)N=NC2=CC=C(C=C2)N(CCCC(=O)O)CCCC(=O)O)C=C1.BrC1=NC(=NC=C1)SC 4-bromo-2-(methylsulfanyl)pyrimidine ((4-((4-(5-(4-((E)-4-nitrostyryl)phenyl)-1,3,4-oxadiazol-2-yl)phenyl)diazenyl)phenyl)azanediyl)bis(ethane-2,1-diyl)diacetate